O(C1=CC=CC=C1)C1=C(C=C(C(=C1)CC)Br)OC 1-(phenoxy)-4-bromo-5-ethyl-2-methoxybenzene